3-(2-cyclopentylphenyl)-N-(2-(difluoromethoxy)-6-methylpyridin-3-yl)azetidine-3-carboxamide C1(CCCC1)C1=C(C=CC=C1)C1(CNC1)C(=O)NC=1C(=NC(=CC1)C)OC(F)F